8-cyclopropyl-2-(pyridin-2-ylmethyl)-N-[(2S)-tetrahydro-furan-2-ylmethyl]-4,5-dihydro-2H-furo[2,3-g]indazole-7-carboxamide C1(CC1)C1=C(OC=2CCC3=CN(N=C3C21)CC2=NC=CC=C2)C(=O)NC[C@H]2OCCC2